1-methyl-4-(4,4,5,5-tetramethyl-1,3,2-dioxaborolan-2-yl)-1H-pyrrolo[2,3-b]-pyrrole CN1C=CC2=C1NC=C2B2OC(C(O2)(C)C)(C)C